(R)-3-amino-4-(2,2-difluoro-7-((5-methoxy-7-methyl-1H-indol-4-yl)methyl)-7-azaspiro[3.5]nonan-6-yl)benzoic acid NC=1C=C(C(=O)O)C=CC1[C@H]1CC2(CC(C2)(F)F)CCN1CC1=C2C=CNC2=C(C=C1OC)C